phenyl-benzyl-dimethyl-amine C1(=CC=CC=C1)CN(C)CC1=CC=CC=C1